ClC1=CC=C(CC[N@@+](CCOC(\C=C\C2=CC=C(C=C2)F)=O)(CCO)[O-])C=C1 (S,E)-N-(4-Chlorophenethyl)-2-((3-(4-fluorophenyl)acryloyl)oxy)-N-(2-hydroxyethyl)ethan-1-amine oxide